C(=CCCC)OB(O)O pentenyl-boric acid